4-(4-chloro-2,3-difluoro-phenyl)-7-methyl-2-[rac-(2R,4R)-2-(2-methyl-4-pyridyl)tetrahydropyran-4-yl]pteridine ClC1=C(C(=C(C=C1)C1=NC(=NC2=NC(=CN=C12)C)[C@H]1C[C@@H](OCC1)C1=CC(=NC=C1)C)F)F |r|